2-(4-(1,4-dimethyl-1H-imidazol-2-yl)phenyl)acetonitrile CN1C(=NC(=C1)C)C1=CC=C(C=C1)CC#N